1-(2-(6-bromo-1-methyl-1H-benzo[d]imidazol-2-yl)ethyl)pyrrolidin-3-ol BrC=1C=CC2=C(N(C(=N2)CCN2CC(CC2)O)C)C1